C12CN(CC(CC1)N2)C=2C1=C(N=C(N2)OCC23CCCN3CCC2)CN(CC1)C1=CC=CC2=CC=CC(=C12)Br 4-(3,8-diazabicyclo[3.2.1]oct-3-yl)-7-(8-bromonaphthalen-1-yl)-2-((hexahydro-1H-pyrrolizin-7a-yl)methoxy)-5,6,7,8-tetrahydropyrido[3,4-d]pyrimidine